trans-cyanidin [O+]1=C(C(O)=CC=2C(O)=CC(O)=CC12)C1=CC(O)=C(O)C=C1